NC1=NC(=C(C=2N1C(N(N2)C(CC2=CC=CC=C2)C)=O)C2=CC(=NC(=C2)C)C)C2=CC=CC=C2 5-amino-8-(2,6-dimethyl-4-pyridinyl)-2-(1-methyl-2-phenyl-ethyl)-7-phenyl-[1,2,4]triazolo[4,3-c]pyrimidin-3-one